[[(7R)-8-cyclopentyl-7-ethyl-5-methyl-6-oxo-7H-pteridin-2-yl]amino]-3-methoxy-N-[2-[2-[2-[2-[2-(4-piperidyloxy)ethoxy]ethoxy]ethoxy]ethoxy]ethyl]benzamide C1(CCCC1)N1[C@@H](C(N(C=2C=NC(=NC12)NC1=C(C(=O)NCCOCCOCCOCCOCCOC2CCNCC2)C=CC=C1OC)C)=O)CC